FC(S(=O)(=O)OC=1CC(N(C1)C(=O)OC(C)(C)C)C(=O)OC)(F)F 1-tert-butyl 2-methyl 4-(trifluoromethanesulfonyloxy)-2,3-dihydropyrrole-1,2-dicarboxylate